6-bromo-1,3-dimethyl-indazole BrC1=CC=C2C(=NN(C2=C1)C)C